NC1=NC2=CC=C(C=C2C=C1C)C(=O)N(CC1=NC=C(C=C1)C(F)(F)F)[C@H]1C(N(CCC1)C)=O 2-amino-3-methyl-N-((3R)-1-methyl-2-oxo-3-piperidinyl)-N-((5-(trifluoromethyl)-2-pyridinyl)methyl)-6-quinolinecarboxamide